methyl 4-methyl-3-[[4-(pyridin-3-yl)pyrimidin-2-yl]amino]benzoate CC1=C(C=C(C(=O)OC)C=C1)NC1=NC=CC(=N1)C=1C=NC=CC1